C(C)(C)(C)OC(=O)N[C@@H]1[C@H](CCCC1)CC(=O)O 2-[(1R,2S)-2-(tert-butoxycarbonylamino)cyclohexyl]acetic acid